2-methoxy-3,4,5-trimethylaniline COC1=C(N)C=C(C(=C1C)C)C